C(=O)C1=NN(C=C1)C1=CC(=C(C=N1)C#N)C 6-(3-formyl-1H-pyrazol-1-yl)-4-methylpyridine-3-carbonitrile